[2-[4-[[3-(4-chlorophenyl)-2-propyn-1-yl]oxy]-3-methoxyphenyl]ethyl]-3-methyl-2-[(ethylsulfonyl)amino]butanamide ClC1=CC=C(C=C1)C#CCOC1=C(C=C(C=C1)CCC(C(=O)N)(C(C)C)NS(=O)(=O)CC)OC